N-(4-trifluoromethylbenzyl)-benzamide FC(C1=CC=C(CNC(C2=CC=CC=C2)=O)C=C1)(F)F